tert-butyl 3-hydroxy-2-methyl-benzoate OC=1C(=C(C(=O)OC(C)(C)C)C=CC1)C